BrC=1C=C(C(=NC1)NC1=CC(CC(C1)(C)C)=O)I 3-((5-bromo-3-iodopyridin-2-yl)amino)-5,5-dimethylcyclohex-2-en-1-one